FC1=C(C=CC(=C1F)I)CN1N2[C@@](C(=C(C1=O)C(=O)OC)O)(CCC2)C Methyl (4aR)-1-[(2,3-difluoro-4-iodophenyl)methyl]-4-hydroxy-4a-methyl-2-oxo-6,7-dihydro-5H-pyrrolo[1,2-b]pyridazine-3-carboxylate